(2S,3R)-2-amino-3-methylpent-4-eneamide hydrochloride Cl.N[C@H](C(=O)N)[C@@H](C=C)C